ClC=1C=C(C=2N(N1)C[C@H](N2)C)C(=O)N[C@H](C)C2=C(C(=CC=C2)C(F)F)F (R)-6-chloro-N-((R)-1-(3-(difluoromethyl)-2-fluorophenyl)ethyl)-2-methyl-2,3-dihydroimidazo[1,2-b]pyridazine-8-carboxamide